FC=1C=CC=2N(C3=CC=C(C=C3C2C1)F)CC(CNCCC1=CC=C(C=C1)O)O 4-(2-((3-(3,6-difluoro-9H-carbazol-9-yl)-2-hydroxypropyl)amino)ethyl)phenol